(Z)-1-(3-(4-methoxy-2-methylphenyl)-4-oxothiazolidin-2-ylidene)-3-((4-(1-(4-(trifluoromethoxy)phenyl)-1H-1,2,4-triazol-3-yl)phenoxy)methyl)urea COC1=CC(=C(C=C1)N1/C(/SCC1=O)=N/C(=O)NCOC1=CC=C(C=C1)C1=NN(C=N1)C1=CC=C(C=C1)OC(F)(F)F)C